C(C)(C)(C)OC(=O)N1CCN2C1=C(C1=C2N=CN=C1Cl)C1=CC(=C(C=C1)OC1=NC(=CC=C1)C)F 4-Chloro-5-(3-fluoro-4-((6-methylpyridin-2-yl)oxy)phenyl)-7,8-dihydro-6H-imidazo[1',2':1,5]pyrrolo[2,3-d]pyrimidine-6-carboxylic acid tert-butyl ester